4-(4-((3S,4R)-7-hydroxy-3-phenylchroman-4-yl)phenyl)piperazine OC1=CC=C2[C@H]([C@H](COC2=C1)C1=CC=CC=C1)C1=CC=C(C=C1)N1CCNCC1